5'-[[1,1'-biphenyl]-4,4'-diylbis(oxy)]bis-1,3-isobenzofurandione C1(=CC=C(C=C1)OC1=C2C(OC(C2=CC=C1)=O)=O)C1=CC=C(C=C1)OC1=C2C(OC(C2=CC=C1)=O)=O